Cl.C[C@]1(NCCC1)CO (2R)-2-methyl-pyrrolidine-2-methanol hydrochloride